NC1=NC=C(C=N1)[C@@H]1[C@@H]([C@H]2[C@@H]3C[C@@H]3[C@@H]1O2)C(=O)NC2=CC(=C(C=C2)Cl)Cl (1S,2S,4R,5R,6S,7S)-7-(2-aminopyrimidin-5-yl)-N-(3,4-dichlorophenyl)-8-oxatricyclo[3.2.1.02,4]octane-6-carboxamide